dimethyl-octadecyl-ammonium chloride salt [Cl-].C[NH+](CCCCCCCCCCCCCCCCCC)C